C(=S)O THIOCARBOXYLIC ACID